C(C)(C)(C)OC(NCCCN(C(=O)NC1=CC(=C(C=C1)F)Cl)C(C)C1=CNC(C2=CC=CC=C12)=O)=O (3-(3-(3-Chloro-4-fluorophenyl)-1-(1-(1-oxo-1,2-dihydroisoquinolin-4-yl)ethyl)ureido)propyl)carbamic acid tert-butyl ester